chloro-6-(3-iodophenyl)-8-methylpyrido[3,2-d]Pyrimidine ClC=1N=CC2=C(N1)C(=CC(=N2)C2=CC(=CC=C2)I)C